ICC1=NN(C=C1)COCC[Si](C)(C)C (iodomethyl)-1-((2-(trimethylsilyl)ethoxy)methyl)-1H-pyrazole